2-isocyanato-2-methylpropane N(=C=O)C(C)(C)C